C1(CCC1)N1CCC(CC1)NC1=C2C(=NC3=CC(=C(N=C13)OC)OC)CCCCC2 1-cyclobutyl-N-{2,3-dimethoxy-6H,7H,8H,9H,10H-cyclohepta[b]1,5-naphthyridin-11-yl}piperidin-4-amine